(2S,4R)-4-hydroxy-N-[(1S)-1-[4-(4-methyl-1,3-thiazol-5-yl)phenyl]ethyl]-1-[(2R)-3-methyl-2-[3-(2-oxoethoxy)-1,2-oxazol-5-yl]butyryl]pyrrolidine-2-carboxamide O[C@@H]1C[C@H](N(C1)C([C@H](C(C)C)C1=CC(=NO1)OCC=O)=O)C(=O)N[C@@H](C)C1=CC=C(C=C1)C1=C(N=CS1)C